Cl.C(C)N1N=C(C(=C1)C=1C=C(C=C2C([C@H](COC12)CC1=NC(=CC(=C1)C)N1CC(C1)NC)=O)CN1C(=NC=C1)C)C(F)(F)F (S)-8-(1-Ethyl-3-(trifluoromethyl)-1H-pyrazol-4-yl)-6-((2-methyl-1H-imidazol-1-yl)methyl)-3-((4-methyl-6-(3-(methylamino)azetidin-1-yl)pyridin-2-yl)methyl)chroman-4-one hydrochloride